1-((1s,3s)-3-fluorocyclobutyl)-3-[[2-(2,2,2-trifluoro-ethoxy)pyridin-4-yl]methyl]urea FC1CC(C1)NC(=O)NCC1=CC(=NC=C1)OCC(F)(F)F